CC(C(=O)[O-])(CC)C 2,2-dimethylbutanoate